1-[4-(4-benzoylphenylthio)phenyl]-2-methyl-2-(toluene-4-sulfonyl)propyl-2-(1-ethylthio)propyl-benzophenone C(C1=CC=CC=C1)(=O)C1=CC=C(C=C1)SC1=CC=C(C=C1)C(C(C)(S(=O)(=O)C1=CC=C(C)C=C1)C)C=1C(=C(C(=O)C2=CC=CC=C2)C=CC1)CC(C)SCC